NC=1C2=C(N(C(N1)=O)[C@@H]1CCCOC13CC3)N=C(C=C2)C2CC2 4-amino-7-cyclopropyl-1-[(8R)-4-oxaspiro[2.5]octan-8-yl]pyrido[2,3-d]pyrimidin-2-one